ClC=1C=C(C=C(C1)NS(=O)(=O)C)NC(=O)C1=CN(C(=C1)C)C1=NC=C(C=C1)OC N-(3-chloro-5-(methylsulfonamido)phenyl)-1-(5-methoxypyridin-2-yl)-5-methyl-1H-pyrrole-3-carboxamide